BrC=1C=C(C=CC1F)NC(=NO)C1=NON=C1NCCCS(NOC)(=O)=O N-(3-bromo-4-fluorophenyl)-N'-hydroxyl-4-((3-(N-methoxylsulfamoyl)propyl)amino)-1,2,5-oxadiazol-3-formamidine